COC1C(CCCC1)OC 1,2-dimethoxy-cyclohexane